ClC1=C(C(=O)OC)C=CC(=C1)C=O methyl 2-chloro-4-formyl-benzoate